ClC1=CC=C(C=C1)NCC(=O)OCC ethyl (4-chlorophenyl)glycinate